3-((Benzyloxy)methyl)-4-ethyl-1-(7-fluoro-4-isopropyl-2-(o-tolyl)quinolin-6-yl)-1H-1,2,4-triazol-5(4H)-one C(C1=CC=CC=C1)OCC1=NN(C(N1CC)=O)C=1C=C2C(=CC(=NC2=CC1F)C1=C(C=CC=C1)C)C(C)C